C(C)N(CCCNC(=O)C1=CC2=C(N3C(S2)=NC(=C3)C3=CC=C(C=C3)C3CCOCC3)C=C1)CC N-(3-(diethylamino)propyl)-2-(4-(tetrahydro-2H-pyran-4-yl)phenyl)benzo[d]imidazo[2,1-b]thiazole-7-carboxamide